S(=O)(=O)(ON1C2CCCN(C1)C2)[O-] 1,6-diazabicyclo[3.2.1]oct-6-yl sulfate